1-(3-chloro-4-methylphenyl)-3-(3-(2,5-dioxo-1-((tetrahydro-2H-pyran-4-yl)methyl)-2,5-dihydro-1H-pyrrol-3-yl)phenyl)urea ClC=1C=C(C=CC1C)NC(=O)NC1=CC(=CC=C1)C=1C(N(C(C1)=O)CC1CCOCC1)=O